triphenyl-(4-methylbenzyl)phosphonium chloride [Cl-].C1(=CC=CC=C1)[P+](CC1=CC=C(C=C1)C)(C1=CC=CC=C1)C1=CC=CC=C1